dicarban CC